NC(C(C1=CC=CC=C1)SC1=C(C(=C(C(=N1)N(CC(=O)N(C)CCO)C)C#N)CC)C#N)=O 2-((6-((2-amino-2-oxo-1-phenylethyl)thio)-3,5-dicyano-4-ethylpyridin-2-yl)(methyl)amino)-N-(2-hydroxyethyl)-N-methylacetamide